CN1N=C2[C@@H](N(CCC2=C1C1=CC(=NN1C)C(F)(F)F)C(=O)C1=C2C(=NC=C1)N(C=C2)C)C (S)-(2,7-Dimethyl-3-(1-methyl-3-(trifluoromethyl)-1H-pyrazol-5-yl)-2,4,5,7-tetrahydro-6H-pyrazolo[3,4-c]pyridin-6-yl)(1-methyl-1H-pyrrolo[2,3-b]pyridin-4-yl)methanone